5-fluoro-4-[4-methyl-5-oxo-3-(prop-2-yl)-4,5-dihydro-1H-1,2,4-triazol-1-yl]-2-{[(2S)-4-methylpent-2-yl]oxy}benzoic acid FC=1C(=CC(=C(C(=O)O)C1)O[C@@H](C)CC(C)C)N1N=C(N(C1=O)C)C(C)C